N-[5-bromo-1-(triisopropylsilyl)indol-3-yl]propionamide BrC=1C=C2C(=CN(C2=CC1)[Si](C(C)C)(C(C)C)C(C)C)NC(CC)=O